tert-butyl 2-(7-bromo-5-chloro-1H-indazol-1-yl)-2-methylpropanoate BrC=1C=C(C=C2C=NN(C12)C(C(=O)OC(C)(C)C)(C)C)Cl